F[C@@](C(=O)N1[C@H]([C@@H]2[C@H](C1)CCC2)C(=O)N[C@@H](C[C@@H]2C(NCC2)=O)C(CF)=O)(C)C2=CC(=CC=C2)F (1R,3aR,6aS)-2-((S)-2-fluoro-2-(3-fluorophenyl)propanoyl)-N-((S)-4-fluoro-3-oxo-1-((R)-2-oxopyrrolidin-3-yl)butan-2-yl)octahydrocyclopenta[c]pyrrole-1-carboxamide